O1C(CCCC1)O[C@@H](C)C=1N(C=CN1)CC1=NOC(=C1)C1=CC=C(C=C1)C#CC=1C=C(OCC(=O)N)C=CC1 2-(3-((4-(3-((2-((1S)-1-((tetrahydro-2H-pyran-2-yl)oxy)ethyl)-1H-imidazole-1-yl)methyl)isoxazol-5-yl)phenyl)ethynyl)phenoxy)acetamide